CC(CC1=CC=CC=C1)NC(C#N)C1=CC=CC=C1 2-(α-methylphenylethylamino)-2-phenylacetonitrile